4-(5-((2-(5-bromoindolin-1-yl)-2-oxoethyl)thio)-1H-tetrazol-1-yl)benzoic acid BrC=1C=C2CCN(C2=CC1)C(CSC1=NN=NN1C1=CC=C(C(=O)O)C=C1)=O